C1(CCC1)OC1=CC=CC(=N1)C=1C=C2CCC(OC2=CC1)CCC(=O)O 3-[6-[6-(cyclobutoxy)-2-pyridinyl]chroman-2-yl]propanoic acid